2-[(4R)-2,2-Dimethyl-1,3-dioxolan-4-yl]acetaldehyde CC1(OC[C@H](O1)CC=O)C